N[C@@H](CCCCN)C=O LYSINEALDEHYDE